C1(CC1)C[C@@H](N1CCN(CC1)C(C=C)=O)C1=CC=C(C=C1)[C@H](C)NC1C2=C(N(C(O1)=O)CC)N=CN=C2 [[(1S)-1-[4-[(1R)-2-Cyclopropyl-1-(4-prop-2-enoylpiperazin-1-yl)ethyl]phenyl]ethyl]amino]-1-ethyl-4H-pyrimido[4,5-d][1,3]oxazin-2-one